N-(5-(3-(3,3-dimethylbutoxy)-5-fluorophenyl)-4-(2-methyl-6-(trifluoromethyl)phenyl)thiazol-2-yl)-2-fluoropyridine-4-sulfonamide CC(CCOC=1C=C(C=C(C1)F)C1=C(N=C(S1)NS(=O)(=O)C1=CC(=NC=C1)F)C1=C(C=CC=C1C(F)(F)F)C)(C)C